2-METHYL-3-FUROIC ACID CC=1OC=CC1C(=O)O